oxalyl-coenzyme A (oxaloacetate) C(=O)(C(=O)O)CC(=O)O.C(C(=O)O)(=O)SCCNC(CCNC([C@@H](C(COP(OP(OC[C@@H]1[C@H]([C@H]([C@@H](O1)N1C=NC=2C(N)=NC=NC12)O)OP(=O)(O)O)(=O)O)(=O)O)(C)C)O)=O)=O